1,2-di-tert-butyl 5-methyl 2-methylindoline-1,2,5-tricarboxylate CC1(N(C2=CC=C(C=C2C1)C(=O)OC)C(=O)OC(C)(C)C)C(=O)OC(C)(C)C